IC1=C2C=CC=NC2=C(C=C1)OC1CC1 5-iodo-8-cyclopropyloxy-quinoline